C(C)(C)(C)C=1C=C(CCC(=O)N)C=C(C1O)C(C)(C)C 3,5-di-t-butyl-4-hydroxyhydrocinnamamid